C(CCC)OC1=C(C=C(C=C1)C=CC(=O)C1=CC=C(C=C1)N1CCC(CC1)O)OC 3-(4-Butoxy-3-methoxyphenyl)-1-[4-(4-hydroxypiperidin-1-yl)phenyl]prop-2-en-1-one